C1(=CC=CC=C1)[C@@H](C1=CC=NC=C1)OC(=O)C1=C(N=C(S1)C1=NC=CC=N1)C [(S)-phenyl(pyridin-4-yl)methyl]4-methyl-2-pyrimidin-2-yl-1,3-thiazole-5-carboxylate